ClC1=C(C=CC=C1)NNC(C1=CC=CC=C1)=O N'-(2-chlorophenyl)benzoylhydrazine